FC(CO)=CC(F)(F)F 2,4,4,4-Tetrafluoro-2-buten-1-ol